N-methyl-N-(3-(4-((3-methyl-4-((3-methyl-3H-imidazo[4,5-b]pyridin-6-yl)oxy)phenyl)amino)pyrido[3,2-d]pyrimidin-6-yl)allyl)acrylamide CN(C(C=C)=O)CC=CC=1C=CC=2N=CN=C(C2N1)NC1=CC(=C(C=C1)OC=1C=C2C(=NC1)N(C=N2)C)C